C(C)(C)(C)OC1=CC=C(C=C1)C1=CC=C(C=C1)C1=NN(C(C1)C=1C=C2N=CC=NC2=CC1)C(CCC(=O)O)=O 4-(3-(4'-(Tert-butoxy)-[1,1'-biphenyl]-4-yl)-5-(quinoxalin-6-yl)-4,5-dihydro-1H-pyrazol-1-yl)-4-oxobutanoic acid